C(#N)C1=C2C(=C(C(N(C2=CC=C1)COCC[Si](C)(C)C)=O)C1(CC1)C(=O)OC)C Methyl 1-(5-cyano-4-methyl-2-oxo-1-{[2-(trimethylsilyl)ethoxy]methyl}quinolin-3-yl)cyclopropane-1-carboxylate